C(C)(C)(C)OC(=O)N1CC(C1)(F)COC(=O)N1CCC(CC1)NC1=C2C(=NC(=C1)NC1CCOCC1)N(C=N2)C(C)C 4-((3-isopropyl-5-((tetrahydro-2H-pyran-4-yl)amino)-3H-imidazo[4,5-b]pyridin-7-yl)amino)piperidine-1-carboxylic acid (1-(tert-butoxycarbonyl)-3-fluoroazetidin-3-yl)methyl ester